1-(morpholin-4-yl)non-8-en-1-one N1(CCOCC1)C(CCCCCCC=C)=O